CC=1C(=NN2C1[C@@H](CCC2)N2CCC(CC2)O)C(=O)NC2=C(C(=CC=C2)Br)C Methyl-(4R)-N-(3-bromo-2-methyl-phenyl)-4-(4-hydroxy-1-piperidyl)-4,5,6,7-tetrahydropyrazolo[1,5-a]pyridine-2-carboxamide